ClC1=CN=C2C(=NC(=NN21)C2=C(C=CC=C2F)F)C2(CCC(CC2)N(C)C)N 1-(7-chloro-2-(2,6-difluorophenyl)imidazo[2,1-f][1,2,4]triazin-4-yl)-N4,N4-dimethylcyclohexane-1,4-diamine